methyl 5-bromo-1-(3,3-difluorocyclopentyl)-1H-indazole-3-carboxylate BrC=1C=C2C(=NN(C2=CC1)C1CC(CC1)(F)F)C(=O)OC